Cl.NC(CS)CCS 2-amino-1,4-butanedithiol hydrochloride